2,2,3,3,7-Pentamethyl-3,5,6,7-tetrahydrobenzofuran-4(2H)-on CC1(OC2=C(C1(C)C)C(CCC2C)=O)C